(S)-1-(3-chloro-5'-fluoro-2'-hydroxy-3'-(2-(3-(methoxymethyl)piperazin-1-yl)pyridin-4-yl)-[1,1'-biphenyl]-4-yl)-3-methyl-1H-imidazol-2(3H)-one ClC=1C=C(C=CC1N1C(N(C=C1)C)=O)C1=C(C(=CC(=C1)F)C1=CC(=NC=C1)N1C[C@H](NCC1)COC)O